CN1C(CNCC1)(C)C 1,2,2-trimethyl-piperazine